3-((3-cyano-4-(((dimethylamino)methylene)amino)phenyl)amino)piperidine-1-carboxylic acid tert-butyl ester C(C)(C)(C)OC(=O)N1CC(CCC1)NC1=CC(=C(C=C1)N=CN(C)C)C#N